N-[3-chloro-4-[4-(piperidine-4-carbonyl)piperazine-1-carbonyl]phenyl]-5-[4-(cyanomethoxy)-2,3-difluoro-phenyl]-1-methyl-imidazole-2-carboxamide ClC=1C=C(C=CC1C(=O)N1CCN(CC1)C(=O)C1CCNCC1)NC(=O)C=1N(C(=CN1)C1=C(C(=C(C=C1)OCC#N)F)F)C